3-(2-((3S,5R)-3,5-dimethylpiperazin-1-yl)pyrimidin-4-yl)quinoline C[C@H]1CN(C[C@H](N1)C)C1=NC=CC(=N1)C=1C=NC2=CC=CC=C2C1